C(=C)C=1C=C2C=CC(=CC2=CC1)O 6-vinylnaphthalene-2-ol